ClC1=C(C=CC(=C1)Cl)[C@@H](C)NC=1C=2C(N=C(N1)C=1CCNCC1)=CN(N2)C N-[(1R)-1-(2,4-dichlorophenyl)ethyl]-2-methyl-5-(1,2,3,6-tetrahydropyridin-4-yl)pyrazolo[4,3-d]pyrimidin-7-amine